FC1=C(C=CC2=C1NC(=N2)C2=CC=C(C=C2)S(=O)(=O)C)C2CCN(CC2)C2CCN(CC2)C(C)C 7-fluoro-6-(1'-isopropyl-[1,4'-bipiperidin]-4-yl)-2-(4-(methylsulfonyl)phenyl)-1H-benzo[d]imidazole